1-(3-bromophenyl)-3-(3-fluorobenzyl)urea BrC=1C=C(C=CC1)NC(=O)NCC1=CC(=CC=C1)F